2-cyclopropyl-5-((4-(2-(5-fluoro-2-methylpyridin-4-yl)-3-isopropyl-1H-indol-5-yl)piperidin-1-yl)methyl)-1,3,4-oxadiazole C1(CC1)C=1OC(=NN1)CN1CCC(CC1)C=1C=C2C(=C(NC2=CC1)C1=CC(=NC=C1F)C)C(C)C